(R)-3-ethynyl-3-hydroxy-1-(methyl-d)pyrrolidin-2-one C(#C)[C@]1(C(N(CC1)C[2H])=O)O